ClC1=C(C=O)C=CC(=C1OC)OC 2-chloro-3,4-dimethoxybenzaldehyde